2,4-dimercaptopyrimidine SC1=NC=CC(=N1)S